1-Amino-cyclopropane-1-carboxylic Acid NC1(CC1)C(=O)O